NC=1N=C2CCC(N(C2=CC1)C(C)C1=CC(=CC=C1)C(F)(F)F)=O 6-amino-1-(1-(3-(trifluoromethyl)phenyl)ethyl)-3,4-dihydro-1,5-naphthyridin-2(1H)-one